2-(3-chlorophenyl)-N-(1-formylcyclopropyl)-2-methylpropanamide ClC=1C=C(C=CC1)C(C(=O)NC1(CC1)C=O)(C)C